O[C@H](C(=O)N1C[C@@H]2[C@H](C1)CC(C2)NC2=C1C(=NC=C2C=2SC=3CNCCC3N2)NC=C1)C (S)-2-hydroxy-1-((3aR,5R,6aS)-5-((5-(4,5,6,7-tetrahydrothiazolo[5,4-c]pyridin-2-yl)-1H-pyrrolo[2,3-b]pyridin-4-yl)amino)hexahydrocyclopenta[c]pyrrol-2(1H)-yl)propan-1-one